C(C1=CC=CC=C1)OC1=C(C=C(C=C1F)F)Cl 2-(benzyloxy)-1-chloro-3,5-difluorobenzene